14-methyloctacosane CC(CCCCCCCCCCCCC)CCCCCCCCCCCCCC